CNC1=CC=C(C=C1)[C@H]1C[C@@H]2[C@@H](CCO2)[C@H]([C@@H]1C(=O)OC)C(=O)OC |r| rac-dimethyl (3aS,4R,5R,6S,7aR)-6-(4-(methylamino)phenyl)octahydrobenzofuran-4,5-dicarboxylate